BrC=1C(=CC(=NC1)OC(C)=O)C acetic acid 5-bromo-4-methylpyridin-2-yl ester